(R)-3-((3-amino-2-(bis(4-methoxybenzyl)amino)pyridin-4-yl)amino)piperidine-1-carboxylic acid tert-butyl ester C(C)(C)(C)OC(=O)N1C[C@@H](CCC1)NC1=C(C(=NC=C1)N(CC1=CC=C(C=C1)OC)CC1=CC=C(C=C1)OC)N